C(C1=CC=CC=C1)(=O)OCC(C(CC)OC(C1=CC=CC=C1)=O)CCC 2-n-propyl-1,3-pentanediol dibenzoate